3-phenoxy-propan-1,2-diol O(C1=CC=CC=C1)CC(CO)O